10-(carboxymethyl-aminocarbonyl)-3,7-bis(dimethylamino)phenothiazine sodium [Na].C(=O)(O)CNC(=O)N1C2=CC=C(C=C2SC=2C=C(C=CC12)N(C)C)N(C)C